ClC=1C=C2C(=CNC2=CC1)/C(=C/C=1C=C(C#N)C=CC1N(C)C)/C#N (Z)-3-(2-(5-chloro-1H-indol-3-yl)-2-cyanovinyl)-4-(dimethylamino)benzonitrile